C(C)(C)(C)N1[C@H](C[C@@](C1)(CC#N)CC)CC 1-(t-butyl)2,4-diethyl-(2S,4R)-4-(cyanomethyl)pyrrolidine